C1(CCCC1)CC(=O)NC=1SC(=C(N1)C)C1=CC(=C(C=C1)C)S(NC1CCC(CC1)CO)(=O)=O 2-cyclopentyl-N-[5-[3-[[4-(hydroxymethyl)cyclohexyl]sulfamoyl]-4-methyl-phenyl]-4-methyl-thiazol-2-yl]acetamide